OC1=CC=C2C[C@H](N(CC2=C1)C(=O)OC(C)(C)C)[C@@H](CNC(=O)C=1C=C2CCN(CC2=CC1)C(C1=CC=C(C=C1)OC)=O)O tert-butyl (3S)-7-hydroxy-3-[(1R)-1-hydroxy-2-[[2-(4-methoxybenzoyl)-3,4-di-hydro-1H-isoquinoline-6-carbonyl]amino]ethyl]-3,4-dihydro-1H-isoquinoline-2-carboxylate